FC1=C(C=CC(=C1)F)C1=CC(=NO1)C(=O)NC1(CN(C1)CC1(COC1)C)CC(=O)OCC ethyl 2-(3-(5-(2,4-difluorophenyl)isoxazole-3-carboxamido)-1-((3-methyloxetan-3-yl)methyl)azetidin-3-yl)acetate